CCCCC/C=C\\C/C=C\\CCCCCCCCOCC(=O)COP(=O)([O-])[O-] The molecule is a 1-alkylglycerone 3-phosphate(2-) obtained by deprotonation of the phosphate OH groups of 1-(9Z,12Z)-octadecadienylglycerone 3-phosphate; major species at pH 7.3. It is a conjugate base of a 1-(9Z,12Z)-octadecadienylglycerone 3-phosphate.